C(C)C1=CC=C(C=C1)C=1N=NN(C1)CCCCN 4-(4-p-ethylphenyl-1H-1,2,3-triazol-1-yl)butanamine